NC1=C(C(=NN1C)C1=CC=C(C=C1)Br)C#N 5-amino-3-(4-bromophenyl)-1-methyl-pyrazole-4-carbonitrile